O1CCOC12CC=C(CC2)C=2C=C(C=CC2)CO (3-(1,4-dioxaspiro[4.5]dec-7-en-8-yl)phenyl)methanol